ClC=1C=C(C(=NC1)OCCOC)NC(=O)NC=1C=NC=2N(C1[C@H](C)OC)N=C(C2)Cl (S)-1-(5-chloro-2-(2-methoxyethoxy)pyridin-3-yl)-3-(2-chloro-7-(1-methoxyethyl)-pyrazolo[1,5-a]-pyrimidin-6-yl)urea